1-[4-[1-[(4-methoxyphenyl)methyl]tetrazol-5-yl]phenyl]-3-methyl-5-oxo-4H-pyrazole-4-carboxamide COC1=CC=C(C=C1)CN1N=NN=C1C1=CC=C(C=C1)N1N=C(C(C1=O)C(=O)N)C